triphenoxy(propyl)silane O(C1=CC=CC=C1)[Si](CCC)(OC1=CC=CC=C1)OC1=CC=CC=C1